4-((1-acryloylpiperidin-4-yl)amino)-2,3-dimethyl-1H-indole-7-carboxamide C(C=C)(=O)N1CCC(CC1)NC1=C2C(=C(NC2=C(C=C1)C(=O)N)C)C